COC=1C=C2[C@]3(C(NC2=CC1)=O)[C@@H](C3)C3=CC=C1C(=NNC1=C3)NC3=NN(C(C=C3OC)=O)C (1r,2s)-5'-methoxy-2-{3-[(4-methoxy-1-methyl-6-oxo-1,6-dihydropyridazin-3-yl)amino]-1H-indazol-6-yl}spiro[cyclopropan-1,3'-indol]-2'(1'H)-one